(1s,3s,4r)-5-methylene-2-azabicyclo[2.2.1]heptane-2,3-dicarboxylic acid C=C1[C@@H]2[C@H](N([C@H](C1)C2)C(=O)O)C(=O)O